BrC1=CNC2=CC=C(C=C12)C1CC1 3-Bromo-5-cyclopropyl-1H-indole